magnesium-calcium-lead-aluminum-iron [Fe].[Al].[Pb].[Ca].[Mg]